3-BOC-4,4-dimethyl-2,2-dioxo-[1,2,3]oxathiazole C(=O)(OC(C)(C)C)N1S(OCC1(C)C)(=O)=O